OC(CCCCC(=O)O)CC 6-hydroxy-octanoic acid